phenyl-(1,1':2',1''-terphenyl-4'-yl)-(9,9-diphenylfluoren-2-yl)amine C1(=CC=CC=C1)N(C1=CC=2C(C3=CC=CC=C3C2C=C1)(C1=CC=CC=C1)C1=CC=CC=C1)C=1C=C(C(=CC1)C1=CC=CC=C1)C1=CC=CC=C1